methallyl-α-cyanoacrylate C(C(C)=C)OC(C(=C)C#N)=O